(E)-adamantan-1-yl(4-(((4-((2-(aminomethyl)-3-fluoroallyl)oxy)phenyl)sulfonyl)methyl)piperidin-1-yl)methanone C12(CC3CC(CC(C1)C3)C2)C(=O)N2CCC(CC2)CS(=O)(=O)C2=CC=C(C=C2)OC\C(=C\F)\CN